4-(tert-butoxycarbonyl)thiomorpholine-3-carboxylic acid C(C)(C)(C)OC(=O)N1C(CSCC1)C(=O)O